N1C(C2(C3=CC=CC=C13)CNCC2)=O Spiro[pyrrolidine-3,3'-oxindole]